ClC=1C=C2C=CC(C2=CC1Cl)=O 5,6-dichloro-1-indenone